CC(C(C)NC=1C(=CC=CC1)N)(C)C N-(3,3-dimethylbut-2-yl)benzene-1,2-diamine